C(#N)C(CNC=1C(=CC=C2C=CC(=CC12)C1=CC=CC(=N1)C(=O)N[C@H]1[C@H](CN(CC1)C)F)COC)=C 6-{8-[(2-cyano-2-methylideneethyl)amino]-7-(methoxymethyl)naphthalen-2-yl}-N-[(3S,4R)-3-fluoro-1-methylpiperidin-4-yl]pyridine-2-carboxamide